(S)-(1-((4-(3-amino-4-methoxy-1H-indazol-5-yl)-3-chlorophenyl)sulfonyl)-4,4-difluoropyrrolidin-2-yl)methanol methyl-3-(4-bromo-3-(3-bromo-2-oxopropyl)-1H-pyrazol-1-yl)propanoate CC(C(=O)OC[C@H]1N(CC(C1)(F)F)S(=O)(=O)C1=CC(=C(C=C1)C=1C(=C2C(=NNC2=CC1)N)OC)Cl)CN1N=C(C(=C1)Br)CC(CBr)=O